C(C)(C)(C)OC(=O)N1CC=2C(C[C@H]1C)=NN(C2C(=O)O)CC(NC(C)C2=CC=C(C=C2)OC(F)F)C(=O)O (6R)-5-(tert-butoxycarbonyl)-2-(2-carboxy-2-((1-(4-(difluoromethoxy)phenyl)ethyl)amino)ethyl)-6-methyl-4,5,6,7-tetrahydro-2H-pyrazolo[4,3-c]pyridine-3-carboxylic acid